(2R)-2-(6-{5-chloro-2-[(6-methylpyrimidin-4-yl)amino]pyrimidin-4-yl}-1-oxo-2,3-dihydro-1H-isoindol-2-yl)-N-[(1S)-1-(3-fluoro-5-methoxyphenyl)-2-hydroxyethyl]propanamide ClC=1C(=NC(=NC1)NC1=NC=NC(=C1)C)C1=CC=C2CN(C(C2=C1)=O)[C@@H](C(=O)N[C@H](CO)C1=CC(=CC(=C1)OC)F)C